C(C1=CC=CC=C1)C1=CC(=NN1CC1=CC=C(C=C1)OCC(C)C)C1CCNCC1 4-(5-benzyl-1-(4-isobutoxybenzyl)-1H-pyrazol-3-yl)piperidine